C(=O)=C1NC(=CC2=C1N=CN=C2)C#N Carbonyl-7,8-dihydropyrido[3,4-d]pyrimidine-6-carbonitrile